BrC=1C=CC(=NC1[C@H]1N(CCC1)[C@H](C)C1=CC=C(C=C1)OC)C1(CC1)C(=O)N (5-bromo-6-((S)-1-((R)-1-(4-methoxyphenyl)ethyl)pyrrolidin-2-yl)pyridin-2-yl)cyclopropanecarboxamide